FC1(CC1)C(=O)N1CC2(C1)C[C@H](CC2)N2CCC(CC2)C2=C(C=CC=C2)OCC=2OC(=NN2)C (S)-(1-fluorocyclopropyl)(6-(4-(2-((5-methyl-1,3,4-oxadiazol-2-yl)methoxy)phenyl)piperidin-1-yl)-2-azaspiro[3.4]octan-2-yl)methanone